ClC1=CC=C2C=C(C=NC2=C1)NC=1N=NNC1 4-((7-chloroquinolin-3-yl)amino)-1H-1,2,3-triazole